1-piperidinecarboxylic acid tert-butyl ester C(C)(C)(C)OC(=O)N1CCCCC1